4-(aminomethyl)-6-(7-methylimidazo[1,2-a]pyridin-3-yl)phthalazin-1(2H)-one NCC1=NNC(C2=CC=C(C=C12)C1=CN=C2N1C=CC(=C2)C)=O